CN(C(/C=C/CC([C@H](C(=O)NC=1C(N(C=CC1)CC1=NC2=C(N1)C=CC(=C2)F)=O)CN(C([O-])=O)C)([2H])[2H])=O)C (S,E)-7-(Dimethylamino)-1-((1-((5-fluoro-1H-benzo[d]imidazol-2-yl)methyl)-2-oxo-1,2-dihydropyridin-3-yl)amino)-1,7-dioxohept-5-en-2-yl-3,3-d2-dimethylcarbamat